1-(2,2-difluorobenzo[d][1,3]dioxol-5-yl)-4-nitro-1H-imidazole FC1(OC2=C(O1)C=CC(=C2)N2C=NC(=C2)[N+](=O)[O-])F